4-{[4-({2-methyl-5-[methyl(methylsulfonyl)amino]benzyl}amino)-5-(trifluoromethyl)pyrimidin-2-yl]amino}benzamide CC1=C(CNC2=NC(=NC=C2C(F)(F)F)NC2=CC=C(C(=O)N)C=C2)C=C(C=C1)N(S(=O)(=O)C)C